4-[1-(4-methoxyphenyl)propyl]resorcinol COC1=CC=C(C=C1)C(CC)C1=C(C=C(O)C=C1)O